BrC=1N=C(N(N1)C1=NC=C(C=C1)OCC(F)(F)F)C(C)NC(C1=CC(=CC(=C1)C(F)(F)F)OCC(F)F)=O N-[1-[5-bromo-2-[5-(2,2,2-trifluoroethoxy)-2-pyridyl]-1,2,4-triazol-3-yl]ethyl]-3-(2,2-difluoroethoxy)-5-(trifluoromethyl)benzamide